COC(C(O)(C1=CC=CC=C1)C1CCCC1)=O cyclopentyl-mandelic acid methyl ester